C(C)(C)(C)OC(=O)N[C@]12CN([C@@H](C=C[C@@H]2C1)C)C(=O)OCC1=CC=CC=C1 benzyl (1R,4R,7S)-1-((tert-butoxycarbonyl) amino)-4-methyl-3-azabicyclo[5.1.0]oct-5-ene-3-carboxylate